CCCCCCCC(=O)OCC(COC(=O)CCCCCCC)O The molecule is a 1,3-diglyceride in which both acyl groups are specified as octanoyl. It has a role as a Brassica napus metabolite and an excipient. It derives from an octanoic acid.